(M)-3-bromo-4-((5-fluoro-3-methylpyridin-2-yl)methoxy)-2'-(2-(2-hydroxypropan-2-yl)-5-methylpyrimidin-4-yl)-5',6-dimethyl-2H-[1,4'-bipyridin]-2-one BrC=1C(N(C(=CC1OCC1=NC=C(C=C1C)F)C)C1=CC(=NC=C1C)C1=NC(=NC=C1C)C(C)(C)O)=O